ICCCCCCS(=O)(=O)NC=1C=C(C[C@H](N)C(=O)O)C=CC1 m-((6-iodohexyl)sulfonamido)-L-phenylalanine